4,4''-bis(3,6-dimethyl-9H-carbazol-9-yl)-3'-(2,6-dimethylpyridin-4-yl)-5',6'-bis(9H-pyrido[3,4-b]indol-9-yl)-[1,1':4',1''-terphenyl]-2'-carbonitrile CC=1C=CC=2N(C3=CC=C(C=C3C2C1)C)C1=CC=C(C=C1)C=1C(=C(C(=C(C1N1C2=C(C3=CC=CC=C13)C=CN=C2)N2C1=C(C3=CC=CC=C23)C=CN=C1)C1=CC=C(C=C1)N1C2=CC=C(C=C2C=2C=C(C=CC12)C)C)C1=CC(=NC(=C1)C)C)C#N